C(C)(C)(C)OC(=O)N1C2=C(OCC1)N=CC=C2C 8-methyl-2,3-dihydro-1H-pyrido[2,3-b][1,4]oxazin-1-carboxylic acid tert-butyl ester